C(C)OC(C(C)C1=NN(C=C1)C1=CC(=CC=C1)Br)=O.C(#N)C1=CC=C(OC=2C=C(C=CC2)NC(=O)[C@H]2CNC[C@@H]2C2=CC=CC=C2)C=C1 (3R,4S)-N-[3-(4-cyanophenoxy)phenyl]-4-phenylpyrrolidine-3-carboxamide ethyl-2-[1-(3-bromophenyl)pyrazol-3-yl]propanoate